C[Sn]([Sn](C)(C)C)(C)C trimethyl-(trimethylstannyl)stannane